C(C)(C)(C)OC(=O)N1CCN(CC1)C=1C=NC(=C(C1)NCC1=CC=C(C=C1)Cl)C(N)=O tert-butyl-4-[6-carbamoyl-5-[(4-chlorophenyl)methylamino]-3-pyridyl]piperazine-1-carboxylate